dimethyl-bis(diphenylphosphino)nickel (2S,3R)-5,7-dihydroxy-2-(3,4,5-trihydroxyphenyl)chroman-3-yl-4-amino-3-hydroxybenzoate OC1=C2C[C@H]([C@@H](OC2=CC(=C1)O)C1=CC(=C(C(=C1)O)O)O)OC(C1=CC(=C(C=C1)N)O)=O.C[Ni](P(C1=CC=CC=C1)C1=CC=CC=C1)(P(C1=CC=CC=C1)C1=CC=CC=C1)C